NC1=NN=C(O1)C=1C=C(C(=O)N2CCC(CC2)C2=C(C#N)C=CC=C2)C=CC1C (1-(3-(5-amino-1,3,4-oxadiazol-2-yl)-4-methylbenzoyl)piperidin-4-yl)benzonitrile